OC1=CC=C(C=C1)C1=C(C=CC=C1)C=1C=C(C=C(C1)O)O 5-[2-(4-Hydroxyphenyl)phenyl]benzene-1,3-diol